BrC1=C(CNC(C(=O)OC)=O)C(=CC=C1)Br methyl 2-((2,6-dibromobenzyl) amino)-2-oxoacetate